C(C)(C)C1OSCCC1 Isopropylthioxan